5-benzyl-2,2-dimethyl-4-(1-piperidinyl)piperidine-1-carboxylic acid tert-butyl ester C(C)(C)(C)OC(=O)N1C(CC(C(C1)CC1=CC=CC=C1)N1CCCCC1)(C)C